C(C=C)N1N(C2=NC(=NC=C2C1=O)NC=1C=C2C=CN(C2=CC1)C1CCN(CC1)C)C1=CC=C2C(=N1)[C@@](CC2)(O)CC |r| racemic-2-allyl-1-(7-ethyl-7-hydroxy-6,7-dihydro-5H-cyclopenta[b]pyridin-2-yl)-6-((1-(1-methylpiperidin-4-yl)-1H-indol-5-yl)amino)-1,2-dihydro-3H-pyrazolo[3,4-d]pyrimidin-3-one